NC1=C2C(=NC=N1)N(N=C2C2=C1C=NNC1=CC=C2)CC=2OC1=CC=CC=C1C(C2C2=CC=CC=C2)=O 2-((4-amino-3-(1H-indazol-4-yl)-1H-pyrazolo[3,4-d]pyrimidin-1-yl)methyl)-3-phenyl-4H-chromen-4-one